3-(11,11,12,12-tetramethyl-3,6-dioxo-4-(4-phenoxybenzoyl)-2,5,10-trioxa-11-silatridecan-7-yl)pyrrolidine-1-carboxylic acid tert-butyl ester C(C)(C)(C)OC(=O)N1CC(CC1)C(C(OC(C(OC)=O)C(C1=CC=C(C=C1)OC1=CC=CC=C1)=O)=O)CCO[Si](C(C)(C)C)(C)C